O1CCN(CC1)C12CC(C1)(C2)N2C(=NC(=C2)C=2C=C(C(=NC2)N)OC(F)(F)F)CC(C)(C)C 5-(1-(3-morpholino-bicyclo[1.1.1]pentan-1-yl)-2-neopentyl-1H-imidazol-4-yl)-3-(tri-fluoromethoxy)pyridin-2-amine